BrC1=CC=C2C3(CC=4C(=NOC4C2=C1)NS(=O)(=O)C1=C(C=C(C=C1)OC1COCC1)OC)CC3 N-(8'-bromo-4'H-spiro[cyclopropane-1,5'-naphtho[2,1-d]isoxazol]-3'-yl)-2-methoxy-4-((tetrahydrofuran-3-yl)oxy)benzenesulfonamide